F[C@@H]1[C@@]2(CCC[C@H](C[C@H]1N(C=1N=CC(=NC1)C=1C=C3C=CN=CC3=CC1O)C)N2)C 6-(5-(((1S,2S,3R,5R)-2-fluoro-1-methyl-9-azabicyclo[3.3.1]nonan-3-yl)(methyl)amino)pyrazin-2-yl)isoquinolin-7-ol